N-(2-(4-ethylpiperazine-1-yl)-4-methoxy-5-((6-((R)-3-(2,3,4-trifluorophenyl)isoxazolidine-2-yl)pyrimidine-4-yl)amino)phenyl)acrylamide C(C)N1CCN(CC1)C1=C(C=C(C(=C1)OC)NC1=NC=NC(=C1)N1OCC[C@@H]1C1=C(C(=C(C=C1)F)F)F)NC(C=C)=O